ClC1=C(C=NN1C)C(CNC(=O)C=1SC(=NN1)C1=C(C=C(C=C1)F)F)(C)C1=NC(=CC=C1)C#N N-[2-(5-chloro-1-methyl-pyrazol-4-yl)-2-(6-cyano-2-pyridyl)propyl]-5-(2,4-difluorophenyl)-1,3,4-thiadiazole-2-carboxamide